CN(CCN(C(=O)O[C@H](C(=O)OCCCCCCCCCCCCCCCC)CC(=O)OCCCCCCCCCCCCCCCC)C)C Dihexadecyl (S)-2-(((2-(dimethylamino)ethyl)(methyl)carbamoyl)oxy)succinate